COC=1C=C(C=CC1OC)S(=O)(=O)C=1C=NC2=CC=C(C=C2C1N1CCN(CCC1)C)SC 3-((3,4-dimethoxyphenyl)sulfonyl)-4-(4-methyl-1,4-diazepan-1-yl)-6-(methylthio)quinoline